2-[4-(4-chlorophenyl)-5-[2-(difluoromethyl)pyridin-4-yl]-2-hydroxy-1H-imidazol-1-yl]-1-{2,7-diazaspiro[3.5]nonan-7-yl}ethan-1-one ClC1=CC=C(C=C1)C=1N=C(N(C1C1=CC(=NC=C1)C(F)F)CC(=O)N1CCC2(CNC2)CC1)O